CC1(CN(C1)C1=CC=C(N)C=C1)C 4-(3,3-dimethylazetidin-1-yl)aniline